Cl.Cl.NC[C@H](C1=CC=CC=C1)NC=1NC(/C(/N1)=C/C1=CC2=C(N=CS2)C=C1)=O (4Z)-2-[[(1S)-2-amino-1-phenyl-ethyl]amino]-4-(1,3-benzothiazol-6-ylmethylene)-1H-imidazol-5-one dihydrochloride